FC(C1=CC=C(C=N1)C=1C=C(C(N(N1)C1=CC(=CC=C1)F)=O)C(=O)N[C@H]1COCC[C@H]1O)F 1,5-Anhydro-2,4-dideoxy-2-[({6-[6-(difluoromethyl)pyridin-3-yl]-2-(3-fluorophenyl)-3-oxo-2,3-dihydropyridazin-4-yl}carbonyl)amino]-D-erythro-pentitol